COC(C(CC=1C=NN(C1)C)N1OCN(OC1)C1=C(C=CC(=C1)Cl)N1N=NC(=C1)Cl)=O 2-(4-(5-chloro-2-(4-chloro-1H-1,2,3-triazol-1-yl)phenyl)-2,5-dioxapiperazin-1-yl)-3-(1-methyl-1H-pyrazol-4-yl)propionic acid methyl ester